C(C1CO1)OCCC[Si](C)(C)OC(C)=O γ-glycidoxypropylacetoxydimethylsilane